6-(3,5-Dimethoxyphenyl)nicotinic acid methyl ester COC(C1=CN=C(C=C1)C1=CC(=CC(=C1)OC)OC)=O